4-nitrophenyl ((1R,2R)-2-(pyridin-2-yl disulfaneyl)cyclopentyl) carbonate C(OC1=CC=C(C=C1)[N+](=O)[O-])(O[C@H]1[C@@H](CCC1)SSC1=NC=CC=C1)=O